4-(difluoromethyl)-N-[4-fluoro-5-[2-[rac-(2R,6S)-2,6-dimethylmorpholin-4-yl]pyrimidin-5-yl]-2-[rac-(3S)-3,4-dimethylpiperazin-1-yl]phenyl]-6-oxo-1H-pyridine-3-carboxamide FC(C=1C(=CNC(C1)=O)C(=O)NC1=C(C=C(C(=C1)C=1C=NC(=NC1)N1C[C@H](O[C@H](C1)C)C)F)N1C[C@@H](N(CC1)C)C)F |r|